2-[2-[(3-cyano-2-pyridyl)sulfanyl]-2-ethyl-butyl]propanedinitrile C(#N)C=1C(=NC=CC1)SC(CC(C#N)C#N)(CC)CC